(Z)-1-bromo-9-octadecene BrCCCCCCCC\C=C/CCCCCCCC